FC1=CC=C(C=C1)C=CC(=O)C1=C(C=CC=C1)O 3-(4-fluorophenyl)-1-(2-hydroxyphenyl)-2-propen-1-one